(2-(6'-carbamoyl-6-chloro-2'-fluoro-3'-(2-methoxyethoxy)-[1,1'-biphenyl]-3-yl)-2-phenylethyl)carbamate C(N)(=O)C1=CC=C(C(=C1C1=CC(=CC=C1Cl)C(CNC([O-])=O)C1=CC=CC=C1)F)OCCOC